NC1=NNC(=N1)SC 3-amino-5-methylsulfanyl-1,2,4-triazole